(Dioleyl Hydrogen Phosphite) Phosphorus [P+3].C(CCCCCCC\C=C/CCCCCCCC)P(O)([O-])([O-])CCCCCCCC\C=C/CCCCCCCC.C(CCCCCCC\C=C/CCCCCCCC)P(O)([O-])([O-])CCCCCCCC\C=C/CCCCCCCC.C(CCCCCCC\C=C/CCCCCCCC)P(O)([O-])([O-])CCCCCCCC\C=C/CCCCCCCC.[P+3]